I.C(C)(=O)OC(C1=CC(=C(C=C1)F)C(SC)=N)C=1C(=C2C=CNC2=CC1F)Br (4-Bromo-6-fluoro-1H-indol-5-yl)(4-fluoro-3-(imino(methylthio)methyl)phenyl)methyl acetate hydroiodide